C(#C)C1=C2C(=CC(=CC2=CC=C1F)C(C)(C)O)C1=C(C=2N=C(N=C(C2C=N1)N(C[C@@H]1NCCC1)C)N1CCN(CC1)C)F (R)-2-(5-ethynyl-6-fluoro-4-(8-fluoro-4-(methyl(pyrrolidin-2-ylmethyl)amino)-2-(4-methylpiperazin-1-yl)pyrido[4,3-d]pyrimidin-7-yl)naphthalen-2-yl)propan-2-ol